C(CCCCC)(=O)OCC(OC(CCCCC)=O)COP(=O)(O)OCC[N+](C)(C)C 1,2-dihexanoyl-glycero-3-phosphorylcholine